7-hydroxy-4-(1-carboxy-4-diethylamino-1-butylamino)quinoline OC1=CC=C2C(=CC=NC2=C1)NC(CCCN(CC)CC)C(=O)O